(6-(2-chloro-5-fluorophenyl)-3-cyano-6-hydroxy-7-(4-methoxybenzyl)-8-oxo-1,6,7,8-tetrahydropyrrolo[3,4-g]indazol-5-yl)-5-fluorobenzamide ClC1=C(C=C(C=C1)F)C1(N(C(C=2C1=C(C=C1C(=NNC21)C#N)C2=C(C(=O)N)C=C(C=C2)F)=O)CC2=CC=C(C=C2)OC)O